Zinc-lithium iron phosphate P(=O)([O-])([O-])[O-].[Fe+2].[Li+].[Zn+2]